CC1=CC=CC(=N1)C1=NNC=C1C1=NC2=CC(=CN=C2C=C1)C=1N=NNN1 2-[3-(6-methyl-2-pyridyl)-1H-pyrazol-4-yl]-7-(2H-tetrazol-5-yl)-1,5-naphthyridine